N-(4-((4-fluorophenyl)sulfonyl)-3,4-dihydro-2H-benzo[b][1,4]oxazin-6-yl)-1-(4-(trifluoromethyl)phenyl)methanesulfonamide FC1=CC=C(C=C1)S(=O)(=O)N1C2=C(OCC1)C=CC(=C2)NS(=O)(=O)CC2=CC=C(C=C2)C(F)(F)F